C(C1=CC=CC=C1)OC(=O)C1=CC2=C(S1)C=CC(=C2)C 5-methylbenzo[b]thiophene-2-carboxylic acid benzyl ester